2-(3-chloro-4-methylphenyl)ethan-1-amine ClC=1C=C(C=CC1C)CCN